(2S)-2-({2-[bis(2-thienylmethyl)sulfamoyl]ethyl}amino)-N,N-bis(2-thienylmethyl)hexanamide S1C(=CC=C1)CN(S(=O)(=O)CCN[C@H](C(=O)N(CC=1SC=CC1)CC=1SC=CC1)CCCC)CC=1SC=CC1